BrC1=CC=2C(C3=CC=C(C=C3NC2C=C1)C(C)(C)C)(C)C 2-Bromo-6-(tert-butyl)-9,9-dimethyl-9,10-dihydroacridine